CN(S(=O)(=O)NC1=C(C(=C(OC2=NC=CC=C2C2=NC(=NC=C2)N[C@@H]2CNC[C@H](C2)F)C=C1F)F)F)C 4-(2-(4-(dimethylsulfamoylamino)-2,3,5-trifluoro-phenoxy)-3-pyridyl)-2-(((3S,5S)-5-fluoro-3-piperidyl)amino)pyrimidine